4-Bromo-6-(1-methyl-1H-pyrazol-4-yl)pyrazolo[1,5-a]pyridine BrC=1C=2N(C=C(C1)C=1C=NN(C1)C)N=CC2